S1SSSC1 tetrathiole